ClC1=NC(=NC(=C1OC)N1CCOCC1)CC(C)(O)C 1-[4-chloro-5-methoxy-6-(morpholin-4-yl)pyrimidin-2-yl]-2-methylpropan-2-ol